C(#C)[C@]1([C@H](C[C@@H](O1)N1C2=NC(=NC(=C2N=C1)NCC=1OC(OC1C)=O)F)O)CO 4-(((9-((2R,4S,5R)-5-ethynyl-4-hydroxy-5-(hydroxymethyl)tetrahydrofuran-2-yl)-2-fluoro-9H-purin-6-yl)amino)methyl)-5-methyl-1,3-dioxol-2-one